FC(CN1N=CC=2C1=NC(=CN2)N2CCC1(CC3(CC3)N(C1=O)C1=NC=CC(=C1)C(F)(F)F)CC2)F 8-[1-(2,2-difluoroethyl)-1H-pyrazolo[3,4-b]pyrazin-6-yl]-12-[4-(trifluoromethyl)pyridin-2-yl]-8,12-diazadispiro[2.1.55.23]dodecan-11-one